BrC=1C(=C(C=C(C1)F)C(C)=O)O 1-(3-bromo-5-fluoro-2-hydroxyphenyl)ethanone